3-(2-(4-nitrobenzyl)-1,2,3,4-tetrahydroisoquinolin-5-yl)-3-(4-nitrophenyl)phenylpropionic acid ethyl ester C(C)OC(C(C)C=1CC(C=CC1)(C1=CC=C(C=C1)[N+](=O)[O-])C1=C2CCN(CC2=CC=C1)CC1=CC=C(C=C1)[N+](=O)[O-])=O